FC(C=1C=C(C=NC1N1N=CC=C1)N)F 5-(difluoromethyl)-6-(1H-pyrazol-1-yl)pyridin-3-amine